15-oxopentadecanoic acid O=CCCCCCCCCCCCCCC(=O)O